FC1(CCC(CC1)[C@@]1(C(NC2=C(C=CC=C12)C(F)(F)F)=O)C1=CC=C(C=C1)B1OC(C(O1)(C)C)(C)C)F (R)-3-(4,4-difluorocyclohexyl)-3-(4-(4,4,5,5-tetramethyl-1,3,2-dioxaborolan-2-yl)phenyl)-7-(trifluoromethyl)indolin-2-one